FC1(CCN(C2=C(C(=CN=C12)N1CC=2N=C(N=CC2CC1)NC1=CC=C(C=C1)CS(=O)(=O)C)C)C(=O)OC(C)(C)C)F tert-butyl 4,4-difluoro-7-(2-{[4-(methanesulfonylmethyl) phenyl] amino}-5H,6H,7H,8H-pyrido[3,4-d]pyrimidin-7-yl)-8-methyl-1,2,3,4-tetrahydro-1,5-naphthyridine-1-carboxylate